(2r,4r,5S)-2-(tert-butyl)-3-formyl-5-((S)-tetrahydrofuran-2-yl)-1,3-selenazolidine-4-carboxylic acid methyl ester COC(=O)[C@H]1N([C@H]([Se][C@@H]1[C@H]1OCCC1)C(C)(C)C)C=O